C(C=CC1=CC=CC=C1)(=O)OCCS(=O)(=O)CCN(C)C=1C2=C(N=C(N1)OC[C@H]1N(CCC1)C)CN(CC2)C2=CC=CC1=CC=CC(=C21)Cl (S)-2-((2-((7-(8-chloronaphthalen-1-yl)-2-((1-methylpyrrolidin-2-yl)methoxy)-5,6,7,8-tetrahydropyrido[3,4-d]pyrimidin-4-yl)(methyl)amino)ethyl)sulfonyl)ethyl cinnamate